OCC1CCC(CC1)N1N=C2C=C(C(=CC2=C1)NC(=O)C1=NC=CC=C1)OC[C@@H]1N(C(CC1)=O)COCC[Si](C)(C)C N-[2-[4-(hydroxymethyl)cyclohexyl]-6-[[(2R)-5-oxo-1-(2-trimethylsilylethoxymethyl)pyrrolidin-2-yl]methoxy]indazol-5-yl]pyridine-2-carboxamide